N-(1-(4-methylbenzyl)-1H-indazol-3-yl)pyridazine-3-carboxamide CC1=CC=C(CN2N=C(C3=CC=CC=C23)NC(=O)C=2N=NC=CC2)C=C1